2-cyclohexyl-ethynyl-sulfonic acid C1(CCCCC1)C#CS(=O)(=O)O